BrC1=C(C(=CC=C1)OC(F)F)[C@@H](CC(=O)OCC)N[S@@](=O)C(C)(C)C ethyl (3R)-3-[2-bromo-6-(difluoromethoxy)phenyl]-3-([(S)-2-methylpropane-2-sulfinyl]amino)propanoate